2-methyl-1,16-hexadecanediol CC(CO)CCCCCCCCCCCCCCO